COC1=CC=C(C=N1)[C@H](CC(=O)O)C=1C=NN(C1)CCCC1=NC=2NCCCC2C=C1 (S)-3-(6-methoxypyridin-3-yl)-3-(1-(3-(5,6,7,8-tetrahydro-1,8-naphthyridin-2-yl)propyl)-1H-pyrazol-4-yl)propionic acid